1-(4-((R*)-1-(2-methyl-1H-imidazol-1-yl)ethyl)phenyl)-3-((S)-tetrahydrofuran-3-yl)urea CC=1N(C=CN1)[C@H](C)C1=CC=C(C=C1)NC(=O)N[C@@H]1COCC1 |o1:6|